2-chloro-4-(1-(4-methoxybenzyl)-4-nitro-1H-pyrazol-5-yl)-6-(trifluoromethyl)pyridin-3-amine ClC1=NC(=CC(=C1N)C1=C(C=NN1CC1=CC=C(C=C1)OC)[N+](=O)[O-])C(F)(F)F